N-(1,1-Dioxothian-4-yl)-6-((5-methyl-3-(6-methylpyridin-3-yl)-1,2-oxazol-4-yl)methoxy)pyridazin-3-carboxamid O=S1(CCC(CC1)NC(=O)C=1N=NC(=CC1)OCC=1C(=NOC1C)C=1C=NC(=CC1)C)=O